CN1N=CC(=C1C)C1=CC=C(C(=N1)OC)N 6-(1,5-dimethyl-1H-pyrazol-4-yl)-2-methoxypyridin-3-amine